CC1=C(C=C(C(=O)O)C=C1)N1N=NC(=C1)C=1C=NC=CC1 4-Methyl-3-[4-(3-pyridyl)triazol-1-yl]benzoic acid